BrCC(=O)[C@H]1CC[C@H]2[C@@H]3CCC4C[C@](CC[C@@]4(C3CC[C@]12C)C)(C)O 2-bromo-1-((3R,8R,10S,13S,14S,17S)-3-hydroxy-3,10,13-trimethylhexadecahydro-1H-cyclopenta[a]phenanthren-17-yl)ethan-1-one